1-((benzyloxy)methyl)bicyclo[1.1.1]pentane-2-carbonitrile C(C1=CC=CC=C1)OCC12C(C(C1)C2)C#N